CC(C)OC1=C(C(=CC=C1)OC(C)C)C1=C(C=CC=C1)P(C1CCCCC1)C1CCCCC1 [2-[2,6-bis(1-methylethoxy)phenyl]phenyl]-di(cyclohexyl)phosphane